C(C(CC#C)O)O 4-pentyne-1,2-diol